C(C)(C)NC(O[C@@H]1C[C@@H](CC1)C1=CC(=NN1)NC1=NC=CC(=C1)N1N=CC(=C1)C)=O (1S,3R)-3-(3-((4-(4-methyl-1H-pyrazol-1-yl)pyridin-2-yl)amino)-1H-pyrazol-5-yl)cyclopentyl isopropyl-carbamate